[Na+].CN(S(=O)(=O)C1=CC=C(C=C1)C1=C(N(C=C1)S(N)(=O)=O)C(=O)[O-])C 3-[4-(Dimethylsulfamoyl)phenyl]-1-sulfamoyl-1H-pyrrole-2-carboxylic acid, sodium salt